C1(CCCC1)N1N=C(C=C1C1=C(C=CC=C1)C(F)(F)F)C(=O)N[C@H](CC(=O)O)CCN1[C@H](CCCC1)C(F)(F)F (3S)-3-({1-cyclopentyl-5-[2-(trifluoromethyl)phenyl]-1H-pyrazol-3-yl}formamido)-5-[(2R)-2-(trifluoromethyl)piperidin-1-yl]pentanoic acid